3-(1H-imidazol-5-yl)-2-(3-(trifluoromethyl)-1H-1,2,4-triazol-5-yl)imidazo[1,2-a]pyrimidine N1C=NC=C1C1=C(N=C2N1C=CC=N2)C2=NC(=NN2)C(F)(F)F